C(C)(C)(C)OC(=O)N1CCN(CC1)C1=NC=C(C=C1)CN1N=C2C(=C1C)CN(C2)C2=C1C=CC=NC1=C(C=C2)C#N 4-(5-((5-(8-Cyanoquinolin-5-yl)-3-methyl-5,6-dihydropyrrolo[3,4-c]pyrazol-2(4H)-yl)methyl)pyridin-2-yl)piperazine-1-carboxylic acid tert-butyl ester